ClC=1C=C(C=CC1)C1=CC(=CC=C1)[C@H](CC(=O)OCC)NC(=O)NC=1C(N(C(=CC1O)C)C)=O Ethyl (S)-3-(3'-Chlorobiphenyl-3-yl)-3-(3-(4-hydroxy-1,6-dimethyl-2-oxo-1,2-dihydropyridin-3-yl)ureido)propanoat